methyl (S)-2-((1R,2S,5S)-3-((S)-2-((tert-butoxycarbonyl)amino)hex-5-enoyl)-6,6-dimethyl-3-azabicyclo[3.1.0]hexane-2-carboxamido)-3-((3S,4R)-2-oxo-4-vinylpyrrolidin-3-yl)propanoate C(C)(C)(C)OC(=O)N[C@H](C(=O)N1[C@@H]([C@H]2C([C@H]2C1)(C)C)C(=O)N[C@H](C(=O)OC)C[C@@H]1C(NC[C@@H]1C=C)=O)CCC=C